N-(5-(6-(3-chloro-5-(trifluoromethyl)pyridin-2-yl)-1-oxo-3,4-dihydroisoquinolin-2(1H)-yl)-2-hydroxyphenyl)methanesulfonamide ClC=1C(=NC=C(C1)C(F)(F)F)C=1C=C2CCN(C(C2=CC1)=O)C=1C=CC(=C(C1)NS(=O)(=O)C)O